ClC1=C(C=CC=C1)C1=C(C=CC(=C1)Cl)S(=O)(=O)N1CCC(CC1)(C(=O)N[C@@H](C)\C=C/S(=O)(=O)C)F (S,Z)-1-((2',5-dichloro-[1,1'-biphenyl]-2-yl)sulfonyl)-4-fluoro-N-(4-(methylsulfonyl)but-3-en-2-yl)piperidine-4-carboxamide